N-(2,2-difluoroethyl)-5-fluoro-N-isopropyl-2-methoxybenzamide FC(CN(C(C1=C(C=CC(=C1)F)OC)=O)C(C)C)F